3-((1-(2-(3-Azabicyclo[3.1.0]hexan-3-yl)-3,6-dimethyl-4-oxo-3,4-dihydroquinazolin-8-yl)ethyl)amino)-6-chloropicolinaldehyde C12CN(CC2C1)C1=NC2=C(C=C(C=C2C(N1C)=O)C)C(C)NC=1C(=NC(=CC1)Cl)C=O